Cl.FC1([C@@H](CN[C@@H]1CO)NS(=O)(=O)C)F N-[(3R,5R)-4,4-difluoro-5-(hydroxymethyl)pyrrolidin-3-yl]methanesulfonamide hydrochloride